tetradecan-13-one CCCCCCCCCCCCC(C)=O